N-(3-(5-(2-chloro-4-hydroxyphenyl)-1H-pyrrolo[2,3-b]pyridine-3-carbonyl)-2,6-difluorophenyl)-propane-1-sulfonamide ClC1=C(C=CC(=C1)O)C=1C=C2C(=NC1)NC=C2C(=O)C=2C(=C(C(=CC2)F)NS(=O)(=O)CCC)F